2-((3-(3-bromo-8,9-dihydropyrido[3',2':4,5]imidazo[1,2-a]pyrazin-7(6H)-yl)-3-oxopropoxy)methyl)azetidin BrC1=CC=2N=C3N(CCN(C3)C(CCOCC3NCC3)=O)C2N=C1